COC(OC)=O.OC1=CC=C(C=C1)C(C)(C)C1=CC=C(C=C1)O bisphenol A bis-methyl-carbonate